(1H-Indol-7-yl)dimethylphosphine oxide N1C=CC2=CC=CC(=C12)P(C)(C)=O